4-oxo-4-(para-tolyl)butyric acid O=C(CCC(=O)O)C1=CC=C(C=C1)C